7,7-difluoro-4-(((3R,4S)-4-fluoro-3-methylpiperidin-1-yl)methyl)-6,7-dihydro-5H-cyclopenta[b]pyridine-2-carboxamide FC1(CCC=2C1=NC(=CC2CN2C[C@H]([C@H](CC2)F)C)C(=O)N)F